(R)-6-(2-(3-chlorophenyl)-2-hydroxyacetyl)-2-(1-(5-methylthiophen-2-yl)cyclopropyl)-5,6,7,8-tetrahydropyrido[4,3-d]pyrimidin-4(3H)-one ClC=1C=C(C=CC1)[C@H](C(=O)N1CC2=C(N=C(NC2=O)C2(CC2)C=2SC(=CC2)C)CC1)O